tert-butyl 4-[3-(2-benzyloxyethoxy)cyclobutoxy]piperidine-1-carboxylate C(C1=CC=CC=C1)OCCOC1CC(C1)OC1CCN(CC1)C(=O)OC(C)(C)C